4-benzyloxybenzaldehyde O-(1,2,3,4-tetrahydroquinoline-1-carbonyl) oxime N1(CCCC2=CC=CC=C12)C(=O)ON=CC1=CC=C(C=C1)OCC1=CC=CC=C1